ClC1=C(C=CC=C1OC)C(=O)N1C[C@@H]2N(CC1)C[C@](CC2)(OC)C2=CC=C(C=C2)Cl |r| (2-chloro-3-methoxyphenyl)-[rac-(7R,9aR)-7-(4-chlorophenyl)-7-methoxy-3,4,6,8,9,9a-hexahydro-1H-pyrido[1,2-a]pyrazin-2-yl]methanone